FC(OC=1C=C(C=CC1F)C=1C=C2C(=NC1)C=NN2)F 6-(3-(Difluoromethoxy)-4-fluorophenyl)-1H-pyrazolo[4,3-b]pyridin